Manganous phosphate P(=O)([O-])([O-])[O-].[Mn+2].P(=O)([O-])([O-])[O-].[Mn+2].[Mn+2]